(E)-3-(2-(dimethylamino)ethylidene)-1-(4-((4-((6-ethylpyridin-3-yl)oxy)-3-methylphenyl)amino)pyrido[3,2-d]pyrimidin-6-yl)pyrrolidin-2-one CN(C\C=C/1\C(N(CC1)C=1C=CC=2N=CN=C(C2N1)NC1=CC(=C(C=C1)OC=1C=NC(=CC1)CC)C)=O)C